FC(C(C)(O)C1=CC=C(C=C1)OCC1=NC2=CC=CC=C2C=C1)(F)F 1,1,1-trifluoro-2-[4-(quinolin-2-ylmethoxy)phenyl]propan-2-ol